Decan-2,4-dione CC(CC(CCCCCC)=O)=O